1-(tert-butyl) 4-methyl N-(tert-butoxycarbonyl)-N-methyl-L-aspartate C(C)(C)(C)OC(=O)N([C@@H](CC(=O)OC)C(=O)OC(C)(C)C)C